oxetan-3-carboxylic acid 3-(2-(dimethylamino) ethyl)-1H-indol-4-yl ester CN(CCC1=CNC2=CC=CC(=C12)OC(=O)C1COC1)C